2-Amino-4-(6-methyl-1H-indol-3-yl)pyrimidine NC1=NC=CC(=N1)C1=CNC2=CC(=CC=C12)C